C(C)C(C(=O)[O-])CCCC.[Bi+3].C(C)C(C(=O)[O-])CCCC.C(C)C(C(=O)[O-])CCCC bismuth (III) 2-ethylhexanoate